[14C]Aspartate N[14C@@H](CC(=O)[O-])C(=O)[O-]